2-Fluoro-1-(4-(3-((6-(trifluoromethyl)pyridin-3-yl)oxy)pyridin-2-yl)piperidin-1-yl)prop-2-en-1-one FC(C(=O)N1CCC(CC1)C1=NC=CC=C1OC=1C=NC(=CC1)C(F)(F)F)=C